2-fluoro-4-methyl-5-[(2,2,2-trifluoroethyl)sulfinyl]benzene FC1=CC=C(C(=C1)C)S(=O)CC(F)(F)F